C1(=CC=CC=C1)C=1C=CC=2N(C3=CC=CC=C3C2C1)C1=C(C(=CC=C1)C1=CC=CC=C1)C1=CC=CC=C1 3'-(3-phenyl-9H-carbazol-9-yl)-[1,1':2',1''-terphenyl]